C(C1=CC=CC=C1)OC1=CC=C(C2=CC=CC=C12)C=1N=C(SC1)[C@H]1N(CCC1)C(=O)OC(C)(C)C tert-butyl (S)-2-(4-(4-(benzyloxy)naphthalen-1-yl)thiazol-2-yl)pyrrolidine-1-carboxylate